4-methyl-2-(2H-1,2,3-triazol-2-yl)benzoic acid potassium salt [K+].CC1=CC(=C(C(=O)[O-])C=C1)N1N=CC=N1